C(C1=CC=CC=C1)OC(=O)N([C@@H](C(C)C)C(=O)O)C(=O)OC(C)(C)C (benzyloxycarbonyl)Boc-L-valine